C(N1[C@H]2C=3N([C@@H](C4=C(C1=O)C=CC=C4C#CC)C2)C2=C(N3)C=CC(=C2)C=2C=NC(=NC2)C2(CNCC2)C)([2H])([2H])[2H] (7R,14R)-6-(methyl-d3)-11-(2-(3-methylpyrrolidin-3-yl)pyrimidin-5-yl)-1-(prop-1-yn-1-yl)-6,7-dihydro-7,14-methanobenzo[f]benzo[4,5]imidazo[1,2-a][1,4]diazocin-5(14H)-one